2-[3-{5-[(R)-(1,3-dimethyl-azetidin-3-yl)-hydroxy-(4-isopropyl-phenyl)-methyl]-pyridin-3-yl}-5-(tetrahydro-pyran-4-yl)-[1,2,4]triazol-1-yl]-ethanol CN1CC(C1)(C)[C@@](C=1C=C(C=NC1)C1=NN(C(=N1)C1CCOCC1)CCO)(C1=CC=C(C=C1)C(C)C)O